C(C)(C)C1=C(NC2=CC=C(C=C12)C1CCN(CC1)C1CCOCC1)C=1N=C(C(N(C1)C)=O)C 5-(3-isopropyl-5-(1-(tetrahydro-2H-pyran-4-yl)piperidin-4-yl)-1H-indol-2-yl)-1,3-dimethylpyrazin-2(1H)-one